N[C@@H](C(C1CC1)C1CC1)C=1N=C2N(N=C(C=C2)CC2(C(NCC(C2)O)=O)C(=O)OC)C1 Methyl 3-((2-((S)-1-amino-2,2-dicyclopropylethyl)imidazo[1,2-b]pyridazin-6-yl)methyl)-5-hydroxy-2-oxopiperidine-3-carboxylate